4-Bromo-1-methyl-1H-indazole-6-carboxylic acid BrC1=C2C=NN(C2=CC(=C1)C(=O)O)C